C1(=CC=CC=C1)[Cu](C1=CC=CC=C1)(C1=CC=CC=C1)C1=CC=CC=C1 tetraphenylcopper